5-((dimethylamino)methyl)-N-(5-fluoro-1-(1-methyl-1H-pyrazol-4-yl)-1H-benzo[d]imidazol-2-yl)benzo[d]oxazol-2-amine CN(C)CC=1C=CC2=C(N=C(O2)NC2=NC3=C(N2C=2C=NN(C2)C)C=CC(=C3)F)C1